p-phenylene bis(p-aminobenzoate) NC1=CC=C(C(=O)OC2=CC=C(C=C2)OC(C2=CC=C(C=C2)N)=O)C=C1